O[C@H]1[C@H](O[C@@]2([C@@H](CCO2)NC(=O)C2CCC3=CC=CC=C23)[C@@H]([C@H]1N1N=NC(=C1)C1=CC(=C(C(=C1)F)F)F)O)CO N-((4R,5S,7R,8R,9S,10R)-8,10-dihydroxy-7-(hydroxymethyl)-9-(4-(3,4,5-trifluorophenyl)-1H-1,2,3-triazol-1-yl)-1,6-dioxaspiro[4.5]dec-4-yl)-2,3-dihydro-1H-indene-1-carboxamide